4-Bromo-2-(1H-imidazol-2-yl)aniline BrC1=CC(=C(N)C=C1)C=1NC=CN1